6-(methylamino)hexane-1,2,4,5-tetrol CNCC(C(CC(CO)O)O)O